1,2-bis(7-benzo[c]acridinyl)ethane C1=CC=CC=2C=CC=3C(=C4C=CC=CC4=NC3C21)CCC2=C1C=CC=CC1=NC=1C3=C(C=CC21)C=CC=C3